COC=1C=CC(=NC1OC)C=O 5,6-dimethoxypyridinecarboxaldehyde